CC=1N=C2N(N=C(C=C2C)C=2N=C3N(C(C2)=O)C=C(S3)N3CC(N(C(C3)C)C(=O)OC(C)(C)C)C)C1 tert-butyl 4-[7-(2,8-dimethylimidazo[1,2-b]pyridazin-6-yl)-5-oxo-thiazolo[3,2-a]pyrimidin-2-yl]-2,6-dimethylpiperazine-1-carboxylate